NC1=C2C(=NC=N1)N(N=C2C2=CC=C(C=C2)OC2=CC=CC=C2)C2CCN(CC2)CCCCC(=O)N2CCN(CC2)C(C[NH-])C2=C1C(N(C(C1=CC=C2)=O)C2ONOCC2)=O 2-(4-(5-(4-(4-amino-3-(4-phenoxyphenyl)-1H-pyrazolo[3,4-d]pyrimidin-1-yl)piperidine-1-yl)pentanoyl)piperazin-1-yl)-N-(2-(2,6-dioxapiperidin-3-yl)-1,3-dioxoisoindol-4-yl)ethyl-Amide